CC(C(=O)C1=CC=CC=C1)(N1CCOCC1)C1=CC=C(C=C1)SC 2-methyl-[4-(methylthio)phenyl]-2-morpholino-Acetophenone